1-ethyl-N1-pentylbenzene-1,4-diamine C(C)C1(CC=C(C=C1)N)NCCCCC